C(C)O[Si](CCCSSCCC[Si](OCC)(OCC)OCC)(OCC)OCC bis[3-(triethoxysilyl)propyl]disulfide